5-[(E)-2-ethoxyvinyl]-2-(methylsulfonyl)pyrimidine-4-carboxamide C(C)O/C=C/C=1C(=NC(=NC1)S(=O)(=O)C)C(=O)N